5-(2-Isopropyl-4-methoxy-5-[1,2,3]triazol-1-yl-phenoxy)-pyrimidine-2,4-diamine C(C)(C)C1=C(OC=2C(=NC(=NC2)N)N)C=C(C(=C1)OC)N1N=NC=C1